NC=1C(=C(NC2CN(C2)C(=O)OC(C)(C)C)C=CC1C)C tert-butyl 3-(3-amino-2,4-dimethyl-anilino)azetidine-1-carboxylate